C(C)OC(=O)[C@H]1C([C@@H]1\C=C/C)(C)C (1R)-trans-2,2-dimethyl-3-(1Z-propenyl)cyclopropanecarboxylic acid ethyl ester